NC1=C2N(C(N(C2=NC=N1)[C@H]1[C@@H](CN(CC1)CCC1CCN(CC1)C1CNC1)F)=O)C1=CC=C(C=C1)OC1=CC=CC=C1 |o1:10,11| rel-6-amino-9-[(3R,4R)-1-{2-[1-(azetidin-3-yl)piperidin-4-yl]ethyl}-3-fluoropiperidin-4-yl]-7-(4-phenoxyphenyl)purin-8-one